[2-(2,3-dihydro-1H-indol-4-yl)pyridin-4-yl]methanol trifluoroacetate FC(C(=O)O)(F)F.N1CCC2=C(C=CC=C12)C1=NC=CC(=C1)CO